(1R,2S)-N-(8-amino-7-fluoro-6-(4-methylpyridin-3-yl)isoquinolin-3-yl)-2-(hydroxymethyl)cyclopropane-1-carboxamide NC=1C(=C(C=C2C=C(N=CC12)NC(=O)[C@H]1[C@H](C1)CO)C=1C=NC=CC1C)F